N-([1,2,4]triazolo[4,3-a]pyridin-8-yl)-7-cyclobutoxy-2-(1-methyl-2-oxabicyclo[2.2.1]heptan-4-yl)imidazo[1,2-a]pyridine-6-carboxamide N=1N=CN2C1C(=CC=C2)NC(=O)C=2C(=CC=1N(C2)C=C(N1)C12COC(CC1)(C2)C)OC2CCC2